4-(7-{[2-(Trimethylsilyl)ethoxy]methyl}-7H-pyrrolo[2,3-d]pyrimidin-4-yl)-1H-pyridine C[Si](CCOCN1C=CC2=C1N=CN=C2C2=CCNC=C2)(C)C